ClC=1C=C(C#N)C=C(C1)CCN1CC(C(C1)C)COC1=CC=C(C=C1)S(=O)(=O)C(CO)(C)C 3-chloro-5-[2-(3-{[4-(1-hydroxy-2-methylpropane-2-sulfonyl)phenoxy]methyl}-4-methylpyrrolidin-1-yl)ethyl]benzonitrile